FCC1([C@@H]([C@@H](C1)O)[C@H]1N2C(C3=CC=CC=C13)=CN=C2)CF (1R,2R)-3,3-bis(fluoromethyl)-2-((R)-5H-imidazo[5,1-a]isoindol-5-yl)cyclobutane-1-ol